N[C@H]1C[C@H](CC1=C(F)F)C(=O)O (1S,3S)-3-amino-4-difluoromethylene-1-cyclopentanecarboxylic acid